7-chloro-1,2,3,4-tetrahydronaphthalene-2-carboxamide ClC1=CC=C2CCC(CC2=C1)C(=O)N